(6-(2,5-diazaspiro[3.4]octan-2-yl)pyridin-3-yl)-6-ethoxy-1H-pyrazolo[3',4':3,4]pyrazolo[1,5-a]pyridine C1N(CC12NCCC2)C2=CC=C(C=N2)N2N=CC=1C2=NN2C1C=CC(=C2)OCC